O=C1NC(CCC1N(C(=O)N1CCC=2C1=NC=CC2)C)=O N-(2,6-dioxopiperidin-3-yl)-N-methyl-2,3-dihydro-1H-pyrrolo[2,3-b]pyridine-1-carboxamide